BrC1=CN=C(S1)C1=CC=C(C=C1)[N+](=O)[O-] 5-bromo-2-(4-nitrophenyl)thiazole